C(CC)C1CCCCCCCCCCC(O1)=O 13-propyloxacyclotridecan-2-one